Allyl N-allyl-N-[2-[4-[1,2-bis[[tert-butyl(dimethyl)silyl]oxy]ethyl]thiazol-2-yl]-2-(tert-butylsulfinylamino)ethyl]carbamate C(C=C)N(C(OCC=C)=O)CC(NS(=O)C(C)(C)C)C=1SC=C(N1)C(CO[Si](C)(C)C(C)(C)C)O[Si](C)(C)C(C)(C)C